(4-(5-chlorothieno[3,2-b]pyridin-3-yl)pyridin-2-yl)methanamine ClC1=CC=C2C(=N1)C(=CS2)C2=CC(=NC=C2)CN